methyl 2-amino-4,6-dimethoxybenzoate NC1=C(C(=O)OC)C(=CC(=C1)OC)OC